C(C)(C)(C)OC(=O)N1CCC2(CC(C[C@H]2NC(=O)OC(C)(C)C)=C=O)CC1 (R)-1-((tert-Butoxycarbonyl)amino)-3-carbonyl-8-azaspiro[4.5]decane-8-carboxylic acid tert-butyl ester